O=C1NC(CCC1N1C(C2=CC=C(C=C2C1)OCCOCCN(C(OC(C)(C)C)=O)C1=CC2=C(N=C(S2)C2=CC=C(C=C2)C=2C=NC(=CC2)N(C)C)C=C1)=O)=O tert-butyl N-[2-[2-[[2-[2,6-bis(oxo)piperidin-3-yl]-1-oxo-3H-isoindol-5-yl]oxy]ethoxy]ethyl]-N-[2-[4-[6-(dimethylamino)pyridin-3-yl]phenyl]-1,3-benzothiazol-6-yl]carbamate